4-[(1S)-1-[[4-[6-(2-cyclohexylethoxy)-3-pyridinyl]tetrahydropyran-4-carbonyl]amino]ethyl]benzoic acid C1(CCCCC1)CCOC1=CC=C(C=N1)C1(CCOCC1)C(=O)N[C@@H](C)C1=CC=C(C(=O)O)C=C1